ethyl 5-{6-bromo-4-[4-(2-methylpropanoyl)piperazin-1-yl]-1,2,3-benzotriazol-1-yl}-1,3,4-thiadiazole-2-carboxylate BrC=1C=C(C2=C(N(N=N2)C2=NN=C(S2)C(=O)OCC)C1)N1CCN(CC1)C(C(C)C)=O